CC(CCC)=O 2-pentanal